C1(=CC=CC=C1)C1=NC(=NC(=N1)C1=CC=CC=C1)C=1C(=C(C=C(C1)C1=NC(=NC(=N1)C1=CC=CC=C1)C1=CC=CC=C1)N1C2=CC=C(C=C2C=2C=C(C=CC12)C)C)N1C2=CC=C(C=C2C=2C=C(C=CC12)C)C 9,9'-(3,5-bis(4,6-diphenyl-1,3,5-triazin-2-yl)-1,2-phenylene)bis(3,6-dimethyl-9H-carbazole)